CC1=C(C=CC(=C1)C1=NC2=CC=C(C=C2C=N1)C(F)(F)F)N1CCOC2=C(C1=O)N(N=C2)CC#N 2-(7-(2-methyl-4-(6-(trifluoromethyl)quinazolin-2-yl)phenyl)-8-oxo-5,6,7,8-tetrahydro-1H-pyrazolo[3,4-f][1,4]oxazepin-1-yl)acetonitrile